(1R,3S)-3-(5-{5-[2-(1,3-dioxolan-2-yl)-3-[(4-methoxyphenyl)methoxy]phenoxy]-2-methylpyrazole-3-amido}-2H-pyrazol-3-yl)cyclopentyl N-isopropylcarbamate C(C)(C)NC(O[C@H]1C[C@H](CC1)C=1NN=C(C1)NC(=O)C=1N(N=C(C1)OC1=C(C(=CC=C1)OCC1=CC=C(C=C1)OC)C1OCCO1)C)=O